2-amino-5-(1-(1-trideuteromethylpiperidin-4-yl)-1H-pyrazol-4-yl)pyridine NC1=NC=C(C=C1)C=1C=NN(C1)C1CCN(CC1)C([2H])([2H])[2H]